2-(4-(6-(1,5-dimethyl-6-oxo-1,6-dihydropyridin-3-yl)-1-(2-(trifluoromethoxy)ethyl)-1H-benzimidazol-2-yl)piperidin-1-yl)acetic acid CN1C=C(C=C(C1=O)C)C=1C=CC2=C(N(C(=N2)C2CCN(CC2)CC(=O)O)CCOC(F)(F)F)C1